C(C)C1=CC=C(CNC(=O)C2N(CCN(C2)C=2C=3C(N=CN2)=NN(C3)C3=CC=C(C=C3)C)C)C=C1 N-(4-ethylbenzyl)-1-methyl-4-(2-(p-tolyl)-2H-pyrazolo[3,4-d]pyrimidin-4-yl)piperazine-2-carboxamide